6-isopropoxy-2-nitronicotinaldehyde C(C)(C)OC1=NC(=C(C=O)C=C1)[N+](=O)[O-]